COC1=CC=C(CN2C(=NC=3C2=NC=CC3)N[C@@H]3C[C@H](CC3)NC3=CC=C(C=N3)N3C(N(C(C3)=O)C)=O)C=C1 1-(6-(((1S,3S)-3-((3-(4-Methoxybenzyl)-3H-imidazo[4,5-b]pyridin-2-yl)amino)cyclopentyl)amino)pyridin-3-yl)-3-methylimidazolidine-2,4-dione